4-[4-(2-aminoacetamido)-2-oxo-2,3-dihydro-1H-1,3-benzodiazol-1-yl]-N-(3-methoxy-4-methylphenyl)cyclohexane-1-carboxamide NCC(=O)NC1=CC=CC=2N(C(NC21)=O)C2CCC(CC2)C(=O)NC2=CC(=C(C=C2)C)OC